N-(2-((R)-1'-(7-(((R)-1-(2,4-dichlorophenyl)ethyl)amino)-[1,2,4]triazolo[1,5-a]pyrimidin-5-yl)-[3,4'-bipiperidin]-1-yl)ethyl)acetamide ClC1=C(C=CC(=C1)Cl)[C@@H](C)NC1=CC(=NC=2N1N=CN2)N2CCC(CC2)[C@@H]2CN(CCC2)CCNC(C)=O